3-(5-hydroxy-3-methyl-2-oxo-2,3-dihydro-1H-benzo[d]imidazol-1-yl)piperidine-2,6-dione OC1=CC2=C(N(C(N2C)=O)C2C(NC(CC2)=O)=O)C=C1